bis(2,6-difluorophenyl)titanium FC1=C(C(=CC=C1)F)[Ti]C1=C(C=CC=C1F)F